ClC1=CC=C(C=C1)[C@H]1CC[C@@H]2N(CCNC2)C1 |r| rac-(7R,9aS)-7-(4-chlorophenyl)-2,3,4,6,7,8,9,9a-octahydro-1H-pyrido[1,2-a]pyrazine